C[C@@H]1N(CCNC1)C1=NC=C(C=N1)[N+](=O)[O-] (S)-2-(2-methylpiperazin-1-yl)-5-nitropyrimidine